FC1=COC2=C1C=CC(=C2)CC(C)NCC(=O)OC methyl (1-(3-fluorobenzofuran-6-yl)propan-2-yl)glycinate